BrC1=C(C=CC=C1)NC(=O)NC1=CC(=CC(=C1)C1=NNC2=NC=C(C=C21)C2=CC(=CC=C2)S(=O)(=O)C)F 1-(2-bromophenyl)-3-(3-fluoro-5-(5-(3-(methylsulfonyl)phenyl)-1H-pyrazolo[3,4-b]pyridin-3-yl)phenyl)urea